BrC1=C2C(=CN=C1OC)N(N=C2)C2=C(C=C(C=C2)F)F 4-bromo-1-(2,4-difluorophenyl)-5-methoxy-pyrazolo[3,4-c]pyridine